NC1=CC=CC(=N1)S(=O)(=O)NC(=O)C=1C(=NC(=CC1)C1=C(C=C(C=C1)OC)F)OC1=C(C=C(C=C1C)C)C N-[(6-Amino-2-pyridyl)sulfonyl]-6-(2-fluoro-4-methoxyphenyl)-2-(2,4,6-trimethylphenoxy)pyridin-3-carboxamid